N,N-Dimethyl-2-(4-(3-(pyrrolo[1,2-a]quinoxalin-4-yl)pyridin-2-yl)piperazin-1-yl)ethan-1-amine CN(CCN1CCN(CC1)C1=NC=CC=C1C=1C=2N(C3=CC=CC=C3N1)C=CC2)C